ClC=1C=CC(=C(C1)C1CCN(CC1)C(CN1N=C(C2=C1CCC2)C(=O)N2C[C@H](O[C@H](C2)C)C)=O)OC 1-[4-(5-Chloro-2-methoxyphenyl)piperidin-1-yl]-2-{3-[(2R,6S)-2,6-dimethylmorpholin-4-carbonyl]-5,6-dihydrocyclopenta[c]pyrazol-1(4H)-yl}ethan-1-on